FC1=C2C[C@@H](N(C2=CC(=C1N1CC(NS1(=O)=O)=O)O)C)CNCC(C)C 5-[(2R)-4-fluoro-6-hydroxy-1-methyl-2-{[(2-methylpropyl)amino]methyl}-2,3-dihydro-1H-indol-5-yl]-1λ6,2,5-thiadiazolidine-1,1,3-trione